N(=[N+]=[N-])C(C)(C)C1=CN=C(C2=CN=C(C=C12)Cl)OC1CN(C1)C(CC)=O 1-(3-((4-(2-azidopropan-2-yl)-6-chloro-2,7-naphthyridin-1-yl)oxy)azetidin-1-yl)propan-1-one